(2Z)-3-methoxy-2-[(4-methyl-[1,1'-biphenyl]-3-yl)oxy]prop-2-enoic acid methyl ester COC(/C(=C/OC)/OC=1C=C(C=CC1C)C1=CC=CC=C1)=O